[Fe].[Ti].[Si].[Mg].[Ca] calcium magnesium silicon-titanium iron